di(8-hydroxyquinoline) zinc [Zn].OC=1C=CC=C2C=CC=NC12.OC=1C=CC=C2C=CC=NC12